N1(CCNCC1)CC=1C=CC(=NC1)NC=1N=CC2=C(N1)C(=NC(=C2)[C@@H](C)O)N2CCCCC2 (1R)-1-[2-[[5-(piperazin-1-ylmethyl)pyridin-2-yl]amino]-8-piperidin-1-ylpyridino[3,4-d]pyrimidin-6-yl]ethanol